4-(furo[3,2-c]pyridin-4-yl)-N-[1-(1-isopropyl-1H-tetrazol-5-yl)piperidin-4-yl]benzamide O1C=CC=2C(=NC=CC21)C2=CC=C(C(=O)NC1CCN(CC1)C1=NN=NN1C(C)C)C=C2